C(C)O[Si](CCCCOS(=S)(=O)[O-])(OCC)OCC 3-triethoxysilyl-1-propylmethylthiosulfate